CC1=NN(C(=C1)C)C=1C=CC(=C(C1)[C@H](CC(=O)OC)CN1CC2(C1)CNCC2)F methyl (S)-3-(5-(3,5-dimethyl-1H-pyrazol-1-yl)-2-fluorophenyl)-4-(2,6-diazaspiro[3.4]octan-2-yl)butanoate